FC(C(C(F)(F)F)(O)C1=CC=C(C(=O)O)C=C1)(F)F 4-(1,1,1,3,3,3-hexafluoro-2-hydroxypropan-2-yl)benzoic acid